[Si](C)(C)(C(C)(C)C)OCC1(CC(C=2C=NC=3N(C21)N=C(C3)Cl)C#N)CO[Si](C)(C)C(C)(C)C 8,8-bis(((tert-butyldimethylsilyl)oxy)methyl)-2-chloro-7,8-dihydro-6H-cyclopenta[e]pyrazolo[1,5-a]pyrimidine-6-carbonitrile